NCCCCCC=O 6-aminohexanal